triethoxy(9-phenanthryl)silane C(C)O[Si](C=1C2=CC=CC=C2C=2C=CC=CC2C1)(OCC)OCC